NC(C(=O)N)CCC amino-valeramide